C1(=CC=CC=C1)C=1C(=C(C=2CC3=CC=CC=C3C2C1)N(C1=C(C=CC=C1)C1=CC=CC=C1)C1=C(C=CC=C1)C1=CC=CC=2SC3=C(C21)C=CC=C3)C3=CC=CC=C3 (diphenylfluorenyl)(dibenzothiophenylphenyl)(biphenylyl)amine